sodium difluorobromoacetate potassium salt [K+].FC(C(=O)[O-])(Br)F.[Na+].FC(C(=O)[O-])(F)Br